COC=1C=C(C=CC1NC1=CC(=C2C(=N1)NC=C2C(F)(F)F)NC)C(=O)N2CCC(CC2)N2CCOCC2 (3-methoxy-4-((4-(methylamino)-3-(trifluoromethyl)-1H-pyrrolo[2,3-b]pyridine-6-yl)amino)phenyl)(4-morpholinopiperidine-1-yl)methanone